4-methylpent-3-en-2-one CC(=CC(C)=O)C